(S)-2-((((9H-fluoren-9-yl)methoxy)carbonyl)(methyl)amino)-3-(thiophen-3-yl)propanoic acid C1=CC=CC=2C3=CC=CC=C3C(C12)COC(=O)N([C@H](C(=O)O)CC1=CSC=C1)C